FC1(CCN(CC1)C=1C(=C(C(=CC1)C(C)C)O)C(C)C)F (4,4-difluoropiperidin-1-yl)-2,6-diisopropylphenol